N-[(1s)-2-Hydroxy-1-phenylethyl]-N-[4-(4-pyridinyl)phenyl]-urea OC[C@H](C1=CC=CC=C1)N(C(=O)N)C1=CC=C(C=C1)C1=CC=NC=C1